BrC=1C(=NN(C1C)C1CC2(CN(C2)C(=O)OC(C)(C)C)C1)N1CC=2N(CC1)N=CC2 Tert-butyl 6-(4-bromo-3-(6,7-dihydropyrazolo[1,5-a]pyrazin-5(4H)-yl)-5-methyl-1H-pyrazol-1-yl)-2-azaspiro[3.3]heptane-2-carboxylate